calcium compound with sodium selenite [Se](=O)([O-])[O-].[Na+].[Ca+2]